O1CC(C1)C1=CC=C(C=C1)C(NC(=O)C=1C(NC(=CC1)C(F)(F)F)=O)C1=CC=CC=C1 N-((4-(oxetan-3-yl)phenyl)(phenyl)methyl)-2-oxo-6-(trifluoromethyl)-1,2-dihydropyridine-3-carboxamide